N[C@H]1CN(CCC1)C(=O)C1=CC=2N(C=C1)C(=C(N2)C=2N(C1=CC(=CC=C1C2)F)CC=2C=NC=CC2)C (R)-(3-Aminopiperidin-1-yl)(2-(6-fluoro-1-(pyridin-3-ylmethyl)-1H-indol-2-yl)-3-methylimidazo[1,2-a]pyridin-7-yl)methanone